The molecule is a tetracyclic diterpenoid isolated from the whole plant of Euphorbia decipiens and exhibits inhibitory activity against prolyl endopeptidase (EC 3.4.21.26). It has a role as a metabolite and an EC 3.4.21.26 (prolyl oligopeptidase) inhibitor. It is an acetate ester, a benzoate ester, a tetracyclic diterpenoid, a cyclic ether, a cyclic ketone and a tertiary alpha-hydroxy ketone. C[C@H]1C[C@]2([C@H]([C@H]1OC(=O)C3=CC=CC=C3)[C@H]([C@@]4([C@@H](C=C[C@H]5[C@H]4[C@@](C2=O)(OC5(C)C)C)OC(=O)C)COC(=O)C)OC(=O)C)O